C(C)(C)(C)OC(NC1=C(C(=CC=C1C1CC1)OC)C)=O (6-Cyclopropyl-3-methoxy-2-methylphenyl)carbamic acid tert-butyl ester